tert-butyl 5-oxo-2H-pyrrole-1-carboxylate O=C1C=CCN1C(=O)OC(C)(C)C